benzyl ((4-(((S)-2-((R)-2-((4-(2-hydroxyethoxy)benzyl)amino)-4-phenylbutanamido)propanamido)methyl)phenyl)(imino)methyl)carbamate OCCOC1=CC=C(CN[C@@H](C(=O)N[C@H](C(=O)NCC2=CC=C(C=C2)C(=N)NC(OCC2=CC=CC=C2)=O)C)CCC2=CC=CC=C2)C=C1